NC1=NC2=CC=C(C=C2C=C1Br)C(=O)N(CC1=NC=C(C=C1)C(F)(F)F)[C@@H]1[C@H](COCC1)C 2-amino-3-bromo-N-((3R,4S)-3-methyltetrahydro-2H-pyran-4-yl)-N-((5-(trifluoromethyl)-2-pyridinyl)methyl)-6-quinolinecarboxamide